(1,2,5,6-tetrahydropyridin-3-yl)-1H-indole N1CC(=CCC1)N1C=CC2=CC=CC=C12